P(=O)([O-])([O-])[O-].[NH4+].[NH4+].[NH4+] Ammonium monophosphat